(6-methoxy-2-naphthyl)methanone COC=1C=C2C=CC(=CC2=CC1)C=O